O5-benzyl O1-ethyl 2-acetyl-2-ethyl-pentanedioate C(C)(=O)C(C(=O)OCC)(CCC(=O)OCC1=CC=CC=C1)CC